FC1(C(C1)C=1C=CC(=NC1)N)F 5-(2,2-difluorocyclopropyl)pyridine-2-amine